(4-hydroxyphenyl)ethyl acrylate C(C=C)(=O)OCCC1=CC=C(C=C1)O